5-Oxatricyclo[8.2.0.04,6]dodecane C12CCC3OC3CCCC2CC1